OC=1C(N(C(C1C1=CC=C(C=C1)O)C1=CC=C(C=C1)C)CCCN1C=NC=C1)=O 3-Hydroxy-4-(4-hydroxy-phenyl)-1-(3-imidazol-1-yl-propyl)-5-p-tolyl-1,5-dihydro-pyrrol-2-one